C(N)(=O)C1=C(C=C(C=C1)C=1N=CC=2N(C1)N=CC2C(=O)NC=2C(=NC=C(C2)NC(CN2CC(C2)(C)C)=O)C)F 6-(4-carbamoyl-3-fluorophenyl)-N-(5-(2-(3,3-dimethylazetidin-1-yl)acetamido)-2-methylpyridin-3-yl)pyrazolo[1,5-a]pyrazine-3-carboxamide